N-[2-(4-methoxy-1-methylpyrrolidin-2-yl)imidazo[1,2-a]pyridin-6-yl]-1-methyl-1H-indazole-5-carboxamide COC1CC(N(C1)C)C=1N=C2N(C=C(C=C2)NC(=O)C=2C=C3C=NN(C3=CC2)C)C1